N-(4-(((R)-1-Hydroxy-4-methylpentan-2-yl)amino)-6-((S)-2-(3,4,5-trifluorophenyl)propyl)-1,3,5-triazin-2-yl)methanesulfonamide OC[C@@H](CC(C)C)NC1=NC(=NC(=N1)C[C@H](C)C1=CC(=C(C(=C1)F)F)F)NS(=O)(=O)C